C1(C=CC=C1)[Mg].[Bi] bismuth (cyclopentadienyl)magnesium